9,10-bis(ethoxycarbonyldecamethyleneoxy)anthracene C(C)OC(=O)CCCCCCCCCCOC=1C2=CC=CC=C2C(=C2C=CC=CC12)OCCCCCCCCCCC(=O)OCC